OC1C2=C(N(S(C3=C1C=CC(=C3)SC(C)C)(=O)=O)C)C=CC=C2 11-Hydroxy-3-(isopropylthio)-6-methyl-6,11-dihydrodibenzo[c,f][1,2]thiazepine 5,5-dioxide